4alpha-methyl-5alpha-cholesta-8,24-dien-3beta-ol C[C@H]1[C@@H]2CCC=3[C@@H]4CC[C@H]([C@@H](CCC=C(C)C)C)[C@]4(CCC3[C@]2(CC[C@@H]1O)C)C